C1(CCCC1)C=1N=NN(C1)C 1-(4-cyclopentyl-1H-triazol-1-yl)-methane